(S)-3-(3-(4-hydroxy-1,6-dimethyl-2-oxo-1,2-dihydropyridin-3-yl)ureido)-3-(2'-methylbiphenyl-3-yl)propanoic acid ethyl ester C(C)OC(C[C@@H](C=1C=C(C=CC1)C1=C(C=CC=C1)C)NC(=O)NC=1C(N(C(=CC1O)C)C)=O)=O